(1R,2S,3R)-3-[4-Amino-5-(4-benzyl-1,3-thiazol-2-yl)-2-chloropyrrolo[2,3-d]pyrimidin-7-yl]-5-[1-(2-fluoroethyl)piperidin-4-yl]cyclopentane-1,2-diol NC=1C2=C(N=C(N1)Cl)N(C=C2C=2SC=C(N2)CC2=CC=CC=C2)[C@H]2[C@@H]([C@@H](C(C2)C2CCN(CC2)CCF)O)O